Methyl-8-[2-(4-chloro-2,6-dimethylphenyl)acetamido]-1,4-dioxaspiro[4.5]decan-8-carboxylat COC(=O)C1(CCC2(OCCO2)CC1)NC(CC1=C(C=C(C=C1C)Cl)C)=O